O=C1N(CC2=CC(=CC=C12)CN1CCC(CC1)C=1C2=C(N=CN1)SC(=C2)C2=CC=CC=C2)N2C(NC(CC2)=O)=O 1-(1-oxo-5-((4-(6-phenylthieno[2,3-d]pyrimidin-4-yl)piperidin-1-yl)methyl)isoindolin-2-yl)dihydropyrimidine-2,4(1H,3H)-dione